C(C1=CC=CC=C1)(S(=O)(=O)[O-])S(=O)(=O)[O-].[Na+].[Na+] sodium toluenedisulfonate